C(C)N1C(=NC2=C(C1=O)C=NN2)N2CCC1(CC(N(C1)C1=CC(=NC=C1)C(F)(F)F)=O)CC2 8-(5-ethyl-4-oxo-4,5-dihydro-1H-pyrazolo[3,4-d]pyrimidin-6-yl)-2-(2-(trifluoromethyl)pyridin-4-yl)-2,8-diazaspiro[4.5]decan-3-one